(1R,3R,Z)-5-(2-((1R,3aS,7aR,E)-7a-methyl-1-((R)-4-((R)-3-methylmorpholino)butane-2-yl)octahydro-4H-inden-4-ylidene)ethylidene)-4-methylenecyclohexane-1,3-diol C[C@@]12CCC/C(/[C@@H]2CC[C@@H]1[C@H](C)CCN1[C@@H](COCC1)C)=C\C=C\1/C([C@@H](C[C@@H](C1)O)O)=C